CC1CCCC2(C1OCC(N2)=O)C2=CC=CC=C2 8-Methyl-4a-phenylhexahydro-2H-benzo[b][1,4]oxazin-3(4H)-one